NC[C@@H](C)N1N=C2C(CN([C@@H](C2)C)C(C2=CC(=C(C=C2)Cl)Cl)=O)=C1C(=O)OCC ethyl (R)-2-((R)-1-aminopropan-2-yl)-5-(3,4-dichlorobenzoyl)-6-methyl-4,5,6,7-tetrahydro-2H-pyrazolo[4,3-c]pyridine-3-carboxylate